BrC1=C(C=C(C=C1)[N+](=O)[O-])S(=O)(=O)N1CCCC1 1-(2-bromo-5-nitro-phenyl)sulfonylpyrrolidine